CC=1N(C2=CC(=CC=C2C1)C(=O)O)CCC1=CC(=CC=C1)CNC.COC(=O)C1=CC=C2C=CN(C2=C1)CCOC1=CC(=CC=C1)CNC Methyl-1-(2-(3-((methylamino) Methyl) phenoxy) ethyl)-1H-indole-6-carboxylate (Methyl 1-(2-(3-((methylamino) Methyl) phenyl) ethyl)-1H-indole-6-carboxylate)